6-[(2S)-2-aminopropyl]-2-chloro-7-methyl-N-[(1H-tetrazol-5-yl)methyl]thieno[3,2-d]pyrimidin-4-amine N[C@H](CC1=C(C=2N=C(N=C(C2S1)NCC1=NN=NN1)Cl)C)C